2-(2-hydroxyphenyl)[1,2,4]triazolo[1,5-c]quinazolin OC1=C(C=CC=C1)C1=NN2C=NC=3C=CC=CC3C2=N1